C(C)(C)(C)OC([C@@H](NS(=O)(=O)C(F)(F)F)C(C)C)=O.FC=1C=C(C(=C(N)C1)OC)CCC1=CC(=C(C(=C1)OC)OC)OC 5-fluoro-2-methoxy-3-(3,4,5-trimethoxyphenethyl)aniline tert-butyl-N-[(trifluoromethyl)sulfonyl]-L-valinate